NC1CC(C1)C=1N=C(C2=C(N1)N1C(=C2C2=CC(=C(C=C2)OC2=NC=CC(=N2)C)F)CNCC1(C)C)N (3-aminocyclobutyl)-5-(3-fluoro-4-((4-methylpyrimidin-2-yl)oxy)phenyl)-9,9-dimethyl-6,7,8,9-tetrahydropyrazino[1',2':1,5]pyrrolo[2,3-d]pyrimidin-4-amine